N-((trans)-4-fluoropyrrolidin-3-yl)-5-(2-fluoro-4-(trifluoromethyl)phenyl)-4-methyl-pyrimidin-2-amine, hydrochloride salt Cl.F[C@H]1[C@@H](CNC1)NC1=NC=C(C(=N1)C)C1=C(C=C(C=C1)C(F)(F)F)F